methyl 2-(1-benzylpyrrolidin-3-ylidene)acetate C(C1=CC=CC=C1)N1CC(CC1)=CC(=O)OC